FC(C(=O)O)(F)F.C12NCC(C(C1)NC(COC1=CC(=C(C=C1)Cl)F)=O)CC2 N-(2-azabicyclo[2.2.2]oct-5-yl)-2-(4-chloro-3-fluorophenoxy)acetamide 2,2,2-trifluoroacetate